tert-Butyl (5-((2-bromo-5-methylphenyl)amino)-5-thioxopentyl)carbamate BrC1=C(C=C(C=C1)C)NC(CCCCNC(OC(C)(C)C)=O)=S